3-{[(7-fluoro-1,2,3,4-tetrahydronaphthalen-1-yl)methyl]amino}pyridine-4-carboxylic acid FC1=CC=C2CCCC(C2=C1)CNC=1C=NC=CC1C(=O)O